ClC1=NC(=CC2=CC3=C(C=C12)CCC3)Cl 1,3-dichloro-7,8-dihydro-6H-cyclopenta[g]Isoquinoline